2-(3-(3-amino-2-methoxyphenyl)-1H-1,2,4-triazol-1-yl)ethan-1-ol NC=1C(=C(C=CC1)C1=NN(C=N1)CCO)OC